6-(2-methoxypyridin-4-yl)-N-(4-(pyrrolidin-1-ylmethyl)pyridin-2-yl)benzo[d]thiazol-2-amine COC1=NC=CC(=C1)C1=CC2=C(N=C(S2)NC2=NC=CC(=C2)CN2CCCC2)C=C1